CC(C(=O)O)CCC1=CN=NN1 2-methyl-4-(1H-triazol-5-yl)butanoic acid